ClC1=C2C(=NC=N1)NN=C2C 4-Chloro-3-methyl-1H-pyrazolo[3,4-d]pyrimidine